ClC1=CNC2=C(C=CC=C12)NS(=O)(=O)C=1C=NN(C1)CCCF N-(3-chloro-1H-indol-7-yl)-1-(3-fluoropropyl)pyrazole-4-sulfonamide